4-(difluoromethyl)-3-formylbenzoic acid methyl ester COC(C1=CC(=C(C=C1)C(F)F)C=O)=O